(S)-6-(2,4,5-trifluorophenyl)-3-(1-(6-ethoxy-5-methoxypyridin-2-yl)-2-(methylsulfonyl)ethyl)-1H-imidazo[4,5-b]pyridin-2(3H)-one FC1=C(C=C(C(=C1)F)F)C=1C=C2C(=NC1)N(C(N2)=O)[C@H](CS(=O)(=O)C)C2=NC(=C(C=C2)OC)OCC